C1(CC1)C=1C=NN2C1C=C(C=C2)COC2=CC=CC(=N2)C2CCN(CC2)CC2=NC1=C(N2C[C@H]2OCC2)C=C(C=C1)C(=O)O (S)-2-((4-(6-((3-Cyclopropylpyrazolo[1,5-a]pyridin-5-yl)methoxy)pyridin-2-yl)piperidine-1-yl)methyl)-1-((oxetan-2-yl)methyl)-1H-benzo[d]imidazole-6-carboxylic acid